CC1(C(C1)C(C)CC=C(C)C)CO (+-)-[1-methyl-2-(5-methyl-4-hexen-2-yl)cyclopropyl]methanol